BrC=1SC=C(N1)C(=O)NCC1=NC=C(C=C1F)F 2-bromo-N-[(3,5-difluoropyridin-2-yl)methyl]-1,3-thiazole-4-carboxamide